ClC1=C(C#N)C=CC=C1OC=1C2=C(N=CN1)CNCC2 2-chloro-3-[5H,6H,7H,8H-pyrido[3,4-d]pyrimidin-4-yloxy]benzonitrile